NCC1=CC=C(C=C1)NC1=CC=C(C=C1)CCC(=O)N(C)C 3-(4-((4-(aminomethyl)phenyl)amino)phenyl)-N,N-dimethylpropionamide